C1=CC=CC=2C3=CC=CC=C3C(C12)COC(=O)N[C@H](C(=O)O[C@H](C(=O)O)CC1=C(C=CC=C1)F)CCCC (S)-2-(((S)-2-((((9H-fluoren-9-yl)methoxy)carbonyl)amino)hexanoyl)oxy)-3-(2-fluorophenyl)propanoic acid